COC(=O)C=1N=C(SC1C)OC1=CC=C(C=C1)N1N=CN(C1=O)CC1=C(C=CC=C1F)F 2-(4-(4-(2,6-Difluorobenzyl)-5-oxo-4,5-dihydro-1H-1,2,4-triazol-1-yl)phenoxy)-5-methylthiazole-4-carboxylic acid methyl ester